FC=1C(=C(C=CC1C)S(=O)(=O)N1[C@@H](CCC1)C(=O)OC)O[C@H]1C[C@H](CCC1)CC=O |o1:21,23| methyl ((3-fluoro-4-methyl-2-(((1R*,3S*)-3-(2-oxoethyl)cyclohexyl)oxy)phenyl)sulfonyl)-L-prolinate